C1=CC=CC=C1C(=O)OO.O=C[C@@H](O)[C@@H](O)[C@H](O)[C@H](O)CO mannose perbenzoate